ClC=1C=C(C=CC1)NC1=CC(=NC=N1)N1C[C@H]([C@@H](CC1)N1CC2=CC=CC=C2CC1)O trans-1-(6-((3-chlorophenyl)amino)pyrimidin-4-yl)-4-(3,4-dihydroisoquinolin-2(1H)-yl)piperidin-3-ol